5,7-dichloropyrazolo[1,5-a]pyrimidine-3-carbonitrile ClC1=NC=2N(C(=C1)Cl)N=CC2C#N